(2R)-2-(4-bromophenyl)butanoic acid BrC1=CC=C(C=C1)[C@H](C(=O)O)CC